5-(2-((2-(piperidin-1-yl)ethyl)amino)-6H-1,3,4-thiadiazin-5-yl)-1H-benzo[d]imidazol-2(3H)-one N1(CCCCC1)CCNC=1SCC(=NN1)C1=CC2=C(NC(N2)=O)C=C1